ClC=1C=C(CC2=CC=C(C=C2)NC(=O)C2=NN(C(C=C2)=O)C)C=CC1 N-(4-(3-chlorobenzyl)phenyl)-1-methyl-6-oxo-1,6-dihydropyridazine-3-carboxamide